N-({2-fluoro-3-methoxy-6-[3-(trifluoromethyl)-1,2,4-triazol-1-yl]phenyl}methyl)-1-[(2-isopropyl-3,4-dihydro-1H-isoquinolin-6-yl)methyl]-3-(methoxymethyl)pyrazole-4-carboxamide FC1=C(C(=CC=C1OC)N1N=C(N=C1)C(F)(F)F)CNC(=O)C=1C(=NN(C1)CC=1C=C2CCN(CC2=CC1)C(C)C)COC